Methyl 2-amino-4-(6-(bis(4-methoxybenzyl)amino)-4-methyl-3-(trifluoromethyl)pyridin-2-yl)-5-chloro-3-fluorobenzoate NC1=C(C(=O)OC)C=C(C(=C1F)C1=NC(=CC(=C1C(F)(F)F)C)N(CC1=CC=C(C=C1)OC)CC1=CC=C(C=C1)OC)Cl